(1R,5S,6s)-3-(tert-butoxycarbonyl)-3-azabicyclo[3.1.1]heptane-6-carboxylic acid CC(C)(C)OC(=O)N1C[C@H]2C[C@@H](C1)C2C(=O)O